4-(6-(1-Isobutyryl-1,7-diazaspiro[3.5]non-7-yl)pyridin-3-yl)-6-(2-morpholinylethoxy)pyrazolo[1,5-a]pyridine-3-carbonitrile C(C(C)C)(=O)N1CCC12CCN(CC2)C2=CC=C(C=N2)C=2C=1N(C=C(C2)OCCN2CCOCC2)N=CC1C#N